C(=C)[SiH2]OC vinyl-monomethoxysilane